SC1=C2C(N(C(=NC2=CC=C1)C)C1C(NC(CC1)=O)=O)=O 3-(5-mercapto-2-methyl-4-oxoquinazolin-3(4H)-yl)piperidine-2,6-dione